1,2-dichloro-3-methoxy-benzene ClC1=C(C(=CC=C1)OC)Cl